C1(CC1)C1=NC=NC(=C1C=1N=C2N(CCN3C2=C(N1)C=C3)CC3=CC=C(C=C3)C=3N(C=C(N3)C(F)(F)F)C)OC (4-cyclopropyl-6-methoxypyrimidin-5-yl)-4-(4-(1-methyl-4-(trifluoromethyl)-1H-imidazol-2-yl)benzyl)-5,6-dihydro-4H-pyrrolo[3,2,1-de]pteridine